C(#N)C=1C(=CC(=NC1N1[C@H](CC1)C)C=1C=NN(C1)CC(=O)O)C(F)(F)F 2-[4-[5-Cyano-6-[(2S)-2-methylazetidin-1-yl]-4-(trifluoromethyl)-2-pyridyl]pyrazol-1-yl]acetic acid